C(C)(C)(C)OC(=O)C=1SC=CC1 Thiophene-2-carboxylic acid tert-butyl ester